9-(4-aminocarbonyl-2-methylphenyl)-7-(1H-imidazol-1-yl)-9H-carbazole-2-carboxylic acid NC(=O)C1=CC(=C(C=C1)N1C2=CC(=CC=C2C=2C=CC(=CC12)C(=O)O)N1C=NC=C1)C